(4-(5-chlorooxazolo[4,5-b]pyridin-2-yl)piperazin-1-yl)(4-(1-neopentyl-1H-1,2,3-triazol-5-yl)-3-(trifluoromethyl)phenyl)methanone ClC1=CC=C2C(=N1)N=C(O2)N2CCN(CC2)C(=O)C2=CC(=C(C=C2)C2=CN=NN2CC(C)(C)C)C(F)(F)F